FC1=CC=C(C=C1)[C@H]1[C@@H](C1)NCC[C@@H](C(=O)N1CC(N(CC1)C)=O)NC(=O)C1=CC=C(C=C1)C1=CC=CC=C1 N-((S)-4-((1R,2S)-2-(4-fluorophenyl)cyclopropylamino)-1-(4-methyl-3-oxopiperazin-1-yl)-1-oxobutan-2-yl)biphenyl-4-carboxamide